4-((1R,2S)-2-((cyclopropylmethyl)amino)cyclopropyl)-5-methyl-N-(5-methyl-1,3,4-thiadiazol-2-yl)thiophene-2-carboxamide Fumarate C(\C=C\C(=O)O)(=O)O.C1(CC1)CN[C@@H]1[C@H](C1)C=1C=C(SC1C)C(=O)NC=1SC(=NN1)C